NC=1C(=CC(=NC1C(=O)N)C1=NC=CC(=C1)C1=NOC(=C1)[C@]1(C(N(CC1)C)=O)O)C1CC1 (R)-5-amino-4-cyclopropyl-4'-(5-(3-hydroxy-1-methyl-2-oxopyrrolidin-3-yl)isoxazol-3-yl)-[2,2'-bipyridine]-6-carboxamide